6-chloro-5-(4-((5-chloro-3-ethyl-2,4-dioxo-1,2,3,4-tetrahydroquinazolin-7-yl)methyl)piperazin-1-yl)-N-methylpicolinamide ClC1=C(C=CC(=N1)C(=O)NC)N1CCN(CC1)CC1=CC(=C2C(N(C(NC2=C1)=O)CC)=O)Cl